((2R,4S,5R)-4-azido-5-(methylamino)tetrahydro-2H-pyran-2-yl)((S)-1-(4-fluorophenyl)-3,4-dihydroisoquinolin-2(1H)-yl)methanone N(=[N+]=[N-])[C@H]1C[C@@H](OC[C@@H]1NC)C(=O)N1[C@H](C2=CC=CC=C2CC1)C1=CC=C(C=C1)F